ClC=1C=C2C(=C(C=NC2=CC1)C(=O)N1CCN(CC1)C(=O)C1CC1)N1CCC2(OCCO2)CC1 (6-chloro-4-(1,4-dioxa-8-azaspiro[4.5]decan-8-yl)quinolin-3-yl)(4-(cyclopropanecarbonyl)piperazin-1-yl)methanone